(2R,3R,11bR)-9-(3-chloro-3,3-difluoropropoxy)-3-(2,2-dimethylpropyl)-10-methoxy-1H,2H,3H,4H,6H,7H,11bH-pyrido[2,1-a]isoquinolin-2-ol ClC(CCOC=1C=C2CCN3[C@@H](C2=CC1OC)C[C@H]([C@@H](C3)CC(C)(C)C)O)(F)F